(R)-N-(1-(5-fluoro-2-hydroxyphenyl)ethyl)-3-(4-(1-methyl-1H-pyrazol-4-yl)pyridin-2-yl)imidazo[1,2-b]pyridazin-6-amine FC=1C=CC(=C(C1)[C@@H](C)NC=1C=CC=2N(N1)C(=CN2)C2=NC=CC(=C2)C=2C=NN(C2)C)O